N-sec-butyl-3-((2S)-2-hydroxy-3-(8-(naphthalene-2-ylsulfonyl)-1-oxa-8-azaspiro[4.5]dec-3-ylamino)propoxy)benzenesulfonamide C(C)(CC)NS(=O)(=O)C1=CC(=CC=C1)OC[C@H](CNC1COC2(C1)CCN(CC2)S(=O)(=O)C2=CC1=CC=CC=C1C=C2)O